(2R,3S)-2-[[4-[2-[(2,6-dimethylpyrimidin-4-yl)amino]pyrazolo[1,5-a]pyridin-5-yl]-6-methyl-3-pyridyl]oxymethyl]tetrahydrofuran-3-ol CC1=NC(=CC(=N1)NC1=NN2C(C=C(C=C2)C2=C(C=NC(=C2)C)OC[C@H]2OCC[C@@H]2O)=C1)C